4-[3-({[(4R)-azepan-4-yl]methyl}amino)-1-[2-(difluoromethoxy)-4-(1,1-dioxo-1λ6-thio-morpholin-4-yl)phenyl]-1H-pyrazol-5-yl]-2-fluorobenzonitrile N1CC[C@@H](CCC1)CNC1=NN(C(=C1)C1=CC(=C(C#N)C=C1)F)C1=C(C=C(C=C1)N1CCS(CC1)(=O)=O)OC(F)F